n-butyl-Magnesium chloride CCC[CH2-].[Mg+2].[Cl-]